C(C)(=O)N1CCC(CC1)NC1=CC(=NC(=N1)OC(F)(F)F)C(=O)O 6-((1-acetylpiperidin-4-yl)amino)-2-(trifluoromethoxy)pyrimidine-4-carboxylic acid